OC1=CC=C(C=C1)C(C1=CC=C(C=C1)O)(C1=CC=C(C=C1)O)C1=CC=C(C=C1)O Tetra-(4-hydroxyphenyl)-methan